C1(CC1)C1=CN=C(N1C)CC(=O)C1C(C1)(F)F 2-(5-cyclopropyl-1-methyl-1H-imidazol-2-yl)-1-(2,2-difluorocyclopropyl)ethan-1-one